3,3-dimethylbutane-2-ol CC(C(C)O)(C)C